N=C[SH3]=O (imino)methyl-lambda6-sulfanone